ClC1=CC=C(C=C1)CC(=O)N1C[C@@H](CC[C@@H]1C)C(=O)OC methyl (3R,6S)-1-(2-(4-chlorophenyl) acetyl)-6-methylpiperidine-3-carboxylate